(R)-N-(6-(2-chloro-5-fluorophenyl)-3-(2,2-difluoroethyl)-2,8-dioxo-3,6,7,8-tetrahydro-2H-oxazolo[5,4-e]isoindol-5-yl)-3-fluoro-5-(trifluoromethyl)benzamide ClC1=C(C=C(C=C1)F)[C@@H]1NC(C2=C3C(=CC(=C12)NC(C1=CC(=CC(=C1)C(F)(F)F)F)=O)N(C(O3)=O)CC(F)F)=O